N-[(2R)-1,1,1-trifluoropropan-2-yl]-4H,5H,6H,7H-pyrazolo[1,5-a]pyrazine-3-carboxamide hydrochloride Cl.FC([C@@H](C)NC(=O)C=1C=NN2C1CNCC2)(F)F